1,3-bis(3-isothiocyanato-phenoxy)benzene N(=C=S)C=1C=C(OC2=CC(=CC=C2)OC2=CC(=CC=C2)N=C=S)C=CC1